(4,4-difluoropyrrolidin-2-yl)methyl ((S)-4-((3-chloro-4-fluorophenyl)carbamoyl)-7-fluoro-2,3-dihydro-1H-inden-1-yl)carbamate hydrochloride Cl.ClC=1C=C(C=CC1F)NC(=O)C1=C2CC[C@@H](C2=C(C=C1)F)NC(OCC1NCC(C1)(F)F)=O